OC1=CC=2N=CN=C(C2N=C1NC(=O)C1(CC1)C(F)(F)F)C=1C=NN(C1C1=CC=CC=C1)C([2H])([2H])[2H] N-(7-hydroxy-4-(1-(methyl-d3)-5-phenyl-1H-pyrazol-4-yl)pyrido[3,2-d]pyrimidin-6-yl)-1-(trifluoromethyl)cyclopropane-1-carboxamide